19-methyl-eicosanoic acid CC(CCCCCCCCCCCCCCCCCC(=O)O)C